Cl[Si](N([Si](C)(Cl)Cl)CC(C)C)(C)Cl 1,1,3,3-tetrachloro-1,3-dimethyl-2-iso-butyldisilazane